(R)-((2-(5-fluoro-1H-pyrrolo[2,3-b]pyridin-4-yl)-6-(3-methylmorpholino)-pyrimidin-4-yl)imino)dimethyl-λ6-sulfanone FC=1C(=C2C(=NC1)NC=C2)C2=NC(=CC(=N2)N=S(=O)(C)C)N2[C@@H](COCC2)C